N-((6-fluoropyridin-2-yl)sulfonyl)-1-(5-methyl-2-(5-oxaspiro[3.5]nonan-7-yl)phenoxy)cyclopropane-1-carboxamide FC1=CC=CC(=N1)S(=O)(=O)NC(=O)C1(CC1)OC1=C(C=CC(=C1)C)C1COC2(CCC2)CC1